2-chloro-5-[5-(prop-2-enoyl)-3-(pyridin-4-yl)-4,5,6,7-tetrahydropyrazolo[1,5-a]pyrazin-2-yl]benzonitrile ClC1=C(C#N)C=C(C=C1)C1=NN2C(CN(CC2)C(C=C)=O)=C1C1=CC=NC=C1